FC1=C(C(=CC(=C1)C(NC)=O)F)C=1N=C2N(C=CC(=C2)C)C1CC1CN(CCOC1)C(=O)OC methyl 6-((2-(2,6-difluoro-4-(methylcarbamoyl)phenyl)-7-meth-ylimidazo[1,2-a]pyridin-3-yl)methyl)-1,4-oxazepane-4-carboxylate